F[C@H]1CN(C[C@@H]1NC1=NC(=CC=C1)C1=CN=C2N1N=CC(=C2)C2(CC2)C(F)(F)F)C(=O)OC(C)(C)C tert-butyl (3S,4S)-3-fluoro-4-[[6-[7-[1-(trifluoromethyl)cyclopropyl]imidazo[1,2-b]pyridazin-3-yl]-2-pyridyl]amino]pyrrolidine-1-carboxylate